O=C(CC#N)C12CC(C1)(C2)C(F)(F)F 3-Oxo-3-[3-(trifluoromethyl)bicyclo[1.1.1]pent-1-yl]propionitrile